(4,6-dichloro-1H-indol-2-yl)(1,8-diazaspiro[4.5]dec-1-yl)methanone ClC1=C2C=C(NC2=CC(=C1)Cl)C(=O)N1CCCC12CCNCC2